tert-Butyl 4-(7-(2-(tert-butoxycarbonylamino)-1,3-benzothiazol-4-yl)-6-chloro-8-fluoro-2-methylsulfinyl-quinazolin-4-yl)piperazine-1-carboxylate C(C)(C)(C)OC(=O)NC=1SC2=C(N1)C(=CC=C2)C2=C(C=C1C(=NC(=NC1=C2F)S(=O)C)N2CCN(CC2)C(=O)OC(C)(C)C)Cl